ClC1=C(C=C(C=C1)N1CCC=2C=C(N=CC2C1C)C(=O)O)F 7-(4-chloro-3-fluorophenyl)-8-methyl-5,6,7,8-tetrahydro-2,7-naphthyridine-3-carboxylic acid